[La+3].C[Si](C)(C)[N-][Si](C)(C)C.C[Si](C)(C)[N-][Si](C)(C)C.C[Si](C)(C)[N-][Si](C)(C)C.[La+3] lanthanum tris[bis(trimethylsilyl)amide] lanthanum